phenylsulfonyltetrahydrothiophene-1,1-dioxide C1(=CC=CC=C1)S(=O)(=O)C1S(CCC1)(=O)=O